8-(4-(4-cyclopropylphenoxy)piperidin-1-yl)-5-methyl-6-oxo-5,6-dihydro-1,5-naphthyridine-2-carbonitrile C1(CC1)C1=CC=C(OC2CCN(CC2)C2=CC(N(C=3C=CC(=NC23)C#N)C)=O)C=C1